C1(CC1)C(=O)NC1=NC=C(C(=O)NC([2H])([2H])[2H])C(=C1)NC1=NN(C2=C1C(N(C=C2)CC(F)(F)F)=O)CC2CC2 6-(Cyclopropanecarboxamido)-4-((1-(cyclopropylmethyl)-4-oxo-5-(2,2,2-trifluoroethyl)-4,5-dihydro-1H-pyrazolo[4,3-c]pyridin-3-yl)amino)-N-(methyl-d3)nicotinamide